(+/-)-(1S,3S)-3-((6-(5-((3-cyclopentyl-3-methylureido)methyl)-1-methyl-1H-1,2,3-triazol-4-yl)-2-(trifluoromethyl)pyridin-3-yl)oxy)cyclohexane-1-carboxylic acid isopropyl ester C(C)(C)OC(=O)[C@@H]1C[C@H](CCC1)OC=1C(=NC(=CC1)C=1N=NN(C1CNC(=O)N(C)C1CCCC1)C)C(F)(F)F |r|